C(C)(=O)OCCCCCCCC octyl acetate